FC(C(=O)N1CC(C1)N1C(C2=C(C(=C1)C1=CC=C(C=C1)OC(F)(F)F)N=CN2C)=O)=C 5-(1-(2-Fluoroacryloyl)azetidin-3-yl)-3-methyl-7-(4-(trifluoromethoxy)phenyl)-3,5-dihydro-4H-imidazo[4,5-c]pyridin-4-one